4-Bromo-N,N-di(but-2-yn-1-yl)benzenesulfonamide BrC1=CC=C(C=C1)S(=O)(=O)N(CC#CC)CC#CC